FC1=C(C(=C(C=C1C1CCOCC1)OC)N)N 3-fluoro-6-methoxy-4-(tetrahydropyran-4-yl)benzene-1,2-diamine